ClC=1C=C(C=CC1)CC1=CN=C(S1)N 5-[(3-chlorophenyl)methyl]thiazol-2-amine